CCC(CC)N1N=CC(=C1)C=1C=2N(C=C(N1)C=1C=NN(C1)CCCO)N=CC2 3-(4-(4-(1-(pentan-3-yl)-1H-pyrazol-4-yl)pyrazolo[1,5-a]pyrazin-6-yl)-1H-pyrazol-1-yl)propan-1-ol